COC1=CC(=NC2=CC(=CC=C12)C(=O)O)C1=NC=C(C=C1)C(F)(F)F 4-methoxy-2-(5-(trifluoromethyl)pyridin-2-yl)quinoline-7-carboxylic acid